NC1=NC=C(C(=N1)C(F)F)C1=NC(=NC(=N1)N1CCOCC1)N1CCN(CC1)C(=O)C1CCN(CC1)C(CCC(C=C(C)C)=O)=O 1-(4-(4-(4-(2-amino-4-(difluoromethyl)pyrimidin-5-yl)-6-morpholino-1,3,5-triazin-2-yl)piperazine-1-carbonyl)piperidin-1-yl)-6-methylhept-5-ene-1,4-dione